BrC1=CC2=NC(=NC(=C2N2C1=NC=C2)NCC2(CCC2)N(C)C)Cl 6-Bromo-3-chloro-N-((1-(dimethylamino)cyclobutyl)methyl)imidazo[1',2':1,6]pyrido[3,2-d]pyrimidin-1-amine